FC1=C(C(=CC=C1)F)NC(C1=CC=C(C=C1)NC1=NC=C(C(=N1)C=1C(=NC=CC1)F)SC)=O N-(2,6-difluoro-phenyl)-4-[4-(2-fluoro-pyridin-3-yl)-5-methylsulfanyl-pyrimidin-2-ylamino]-benzamide